C1(CC1)N1C(C(=CC(=C1)CN(C(=O)OC(C)(C)C)CCOC)C(=O)OC)=O methyl 1-cyclopropyl-5-[[2-methoxyethyl-[(2-methylpropan-2-yl)oxycarbonyl]amino]methyl]-2-oxopyridine-3-carboxylate